(3s,5r)-3-aminomethyl-7-(2-methoxy-phenyl)-5-methyl-heptanoic acid NC[C@H](CC(=O)O)C[C@@H](CCC1=C(C=CC=C1)OC)C